ClC1=NC=C(C(=N1)C1=C(C2=NN(C(=C2S1)C(C)C)C1OCCCC1)C)F 5-(2-Chloro-5-fluoropyrimidin-4-yl)-3-isopropyl-6-methyl-2-(tetrahydro-2H-pyran-2-yl)-2H-thieno[3,2-c]pyrazole